ClC1=C(C=CC=C1)[N+]([O-])=NC1=CC=CC=C1 o-chloroazoxybenzene